1-(4-((2-oxopyridin-1(2H)yl)methyl)benzyl)-3-(trifluoromethyl)-1H-pyrazole-4-carboxylic acid O=C1N(C=CC=C1)CC1=CC=C(CN2N=C(C(=C2)C(=O)O)C(F)(F)F)C=C1